tetramethyl-1,2-diamino-1-ethyl-ethane Di(decyl)monophenyl-phosphite C(CCCCCCCCC)C=1C(=C(C=CC1)P(O)(O)O)CCCCCCCCCC.CC(C(C)(C)C)C(CN)N